O=C1N(CCC(N1)=O)C=1C=CC(=NC1)NC(CN1[C@@H](CN(C[C@@H]1C)C(=O)OC(C)(C)C)C)=O tert-butyl (3r,5s)-4-(2-((5-(2,4-dioxotetrahydropyrimidin-1(2H)-yl) pyridin-2-yl) amino)-2-oxoethyl)-3,5-dimethylpiperazine-1-carboxylate